ClC1=C(C=2OC3=CC=CC=C3OC2C=C1)C=1OC2=C(C1)C=CC=C2 2-(2-chlorooxanthryl)benzofuran